N-(2-((S)-3-(((1r,4S)-4-hydroxy-4-(5-(pyrimidin-2-yl)pyridin-2-yl)cyclohexyl)amino)pyrrolidin-1-yl)-2-oxoethyl)-3-(trifluoromethyl)benzamide C1CN(C[C@H]1NC2CCC(CC2)(C3=NC=C(C=C3)C4=NC=CC=N4)O)C(=O)CNC(=O)C5=CC(=CC=C5)C(F)(F)F